O=C1CCC2N1CCC1=CC(=CC=C21)OCCN2CCC1(CC2)CNC2=CC=C(C=C21)C#N 1'-[2-({3-oxo-1H,2H,3H,5H,6H,10bH-pyrrolo[2,1-a]isoquinolin-8-yl}oxy)ethyl]-1,2-dihydrospiro[indole-3,4'-piperidine]-5-carbonitrile